COC1=CC=C(C=N1)CN1C2CN(CC1C2)C2=CC=C(C=N2)C=2C=1N(C=C(C2)N2CCOCC2)N=CC1C#N 4-(6-{6-[(6-methoxypyridin-3-yl)methyl]-3,6-diazabicyclo[3.1.1]heptan-3-yl}pyridin-3-yl)-6-morpholino-pyrazolo[1,5-a]pyridine-3-carbonitrile